(Tris-hydroxymethyl-aminomethane)-HCl Cl.OCC(N)(CO)CO